2-(2-(5-cyclopropyl-3-(2-(trifluoromethoxy)phenyl)isoxazol-4-yl)-7-azaspiro[3.5]non-1-en-7-yl)quinoline-6-carboxylic acid C1(CC1)C1=C(C(=NO1)C1=C(C=CC=C1)OC(F)(F)F)C1=CC2(C1)CCN(CC2)C2=NC1=CC=C(C=C1C=C2)C(=O)O